C1(=CC=CC=C1)C1(C=CC2=C(O1)C=1C=C(C(=CC1C1=C2C(C2=CC=CC=C21)(C)C)N2CC(CCC2)=CO)OC)C2=CC=C(C=C2)N2CCOCC2 3-phenyl-3-(4-morpholinophenyl)-6-methoxy-7-(3-hydroxymethylene-piperidin-1-yl)-13,13-dimethyl-3h,13h-indeno[2',3':3,4]naphtho[1,2-b]pyran